C(C(C)C)NC(=O)C1CCNCC1 N-isobutylpiperidine-4-amide